FC(C(=O)O)(F)F.OB1OCC2C1=C(C(=CC2)OC)C2=CC=C1C(=CN=NC1=C2)N 7-(1-hydroxy-6-methoxy-3,4-dihydro-2,1-benzoxaborole-7-yl)cinnolin-4-amine trifluoroacetate